1,4-divinyl-terephthalaldehyde C(=C)C1(C=O)C=CC(C=O)(C=C1)C=C